Crotonoyl Chloride C(\C=C\C)(=O)Cl